[Pt+2].C(C)(C)[Si](C(C(=O)CC)C(=O)CC)(OC)OC.C(C)(C)[Si](C(C(=O)CC)C(=O)CC)(OC)OC bis[2-(isopropyldimethoxysilyl)1,3-diethyl-1,3-propanedione] platinum (II)